FC(OC=1C=C(C=C(C1)OC)N(C(=O)N1CC2(NC3=NC(=C(C=C3CC2)C2=NC=CC=N2)C)CC1)CC)F N-(3-(difluoromethoxy)-5-methoxyphenyl)-N-ethyl-7'-methyl-6'-(pyrimidin-2-yl)-3',4'-dihydro-1'H-spiro[pyrrolidine-3,2'-[1,8]naphthyridine]-1-carboxamide